4-(3,5-dimethylisoxazol-4-yl)-N1-(trans-(1r,3r)-3-ethoxycyclopentyl)benzene-1,2-diamine CC1=NOC(=C1C=1C=C(C(=CC1)N[C@H]1C[C@@H](CC1)OCC)N)C